C(C)(=O)NC1=C(C=C(C=C1)C(=O)OC)N1N=NC=C1 1-[2-acetamido-5-(methoxycarbonyl)phenyl]-1H-1,2,3-triazol